CN1[C@H](COCC1)C(=O)O (3R)-4-methylmorpholine-3-carboxylic acid